O1C=CC2=C1C=C(C=C2)C2=NN1C(N(C(=C(C1=O)N1CCN(CC1)CC1=NC=CC=C1O)CC)CC(=O)NC1=CC=C(C=C1)S(F)(F)(F)(F)F)=N2 2-(2-(Benzofuran-6-yl)-5-ethyl-6-(4-(3-hydroxypicolinyl)piperazin-1-yl)-7-oxo-[1,2,4]triazolo[1,5-a]pyrimidin-4(7H)-yl)-N-(4-(pentafluoro-λ6-sulfanyl)phenyl)acetamide